tetra-hydroxyzinc O[Zn](O)(O)O